tert-Butyl 4-(((2R,4S)-2-(4-(diethoxyphosphoryl) phenyl)-4-methylpiperidin-1-yl) methyl)-5-methoxy-7-methyl-1H-indole-1-carboxylate C(C)OP(=O)(OCC)C1=CC=C(C=C1)[C@@H]1N(CC[C@@H](C1)C)CC1=C2C=CN(C2=C(C=C1OC)C)C(=O)OC(C)(C)C